C(C)OC[C@H]([C@@H]([C@@H]([C@@H](COC[C@@H]([C@@H]([C@@H](CCCCCCCCCCCCCC)O)O)NC(CCCCCCCC1=CC=C(C=C1)F)=O)O)O)O)C N-((2S,3S,4R)-1-{[(1S,2R,3S,4S,5R)-5-(ethoxymethyl)-2,3,4-trihydroxyhexyl]oxy}-3,4-Dihydroxyoctadecane-2-yl)-8-(4-fluorophenyl)octaneamide